CC1=C(C(=O)O[C@@H]2O[C@@H]([C@]([C@@H]2OC(C2=CC=CC=C2)=O)(C)F)Br)C=CC=C1 ((2R,3R,4R,5R)-3-(benzoyloxy)-5-bromo-4-fluoro-4-methyltetrahydrofuran-2-yl) methylbenzoate